4-((2S,5R)-2,5-dimethyl-4-((S)-2-methyl-1-(6-(trifluoromethyl)quinolin-2-yl)propyl)piperazin-1-yl)-2-methyl-1-(((S)-tetrahydrofuran-2-yl)methyl)-1H-[1,2,4]triazolo[3,4-b]purine C[C@@H]1N(C[C@H](N(C1)[C@@H](C(C)C)C1=NC2=CC=C(C=C2C=C1)C(F)(F)F)C)C=1C=2N=C(N(C2N2C(N1)=NN=C2)C[C@H]2OCCC2)C